3-(5-fluoro-2H-benzo[d][1,2,3]triazole-2-yl)-2-hydroxy-5-methoxybenzyl methacrylate C(C(=C)C)(=O)OCC1=C(C(=CC(=C1)OC)N1N=C2C(=N1)C=CC(=C2)F)O